2-Amino-4'-methoxybenzophenone NC1=C(C(=O)C2=CC=C(C=C2)OC)C=CC=C1